O1CC(NCCC1)C=1C=C(C#N)C=CC1 3-(1,4-oxazepan-3-yl)benzonitrile